I\C(=C/1\C(=COC2=C1C=CC=C2)CS(=O)(=O)C2=CC=CC=C2)\C2=CC=CC=C2 (E)-4-(iodo(phenyl)methylene)-3-((phenylsulfonyl)methyl)benzopyran